BrC=1C=CC=2N(C3=CC=C(C=C3SC2C1)Br)CCBr 3,7-Dibromo-10-(2-bromoethyl)-10H-phenothiazine